tert-butyl (3S)-3-[6-(1-methylpyrazol-4-yl)pyrazolo[1,5-a]pyrazin-4-yl]oxyazepane-1-carboxylate CN1N=CC(=C1)C=1N=C(C=2N(C1)N=CC2)O[C@@H]2CN(CCCC2)C(=O)OC(C)(C)C